The molecule is a carbohydrate acid anion that is the conjugate base of D-glucaro-1,5-lactone, obtained by deprotonation of the carboxy group; major species at pH 7.3. It is a conjugate base of a D-glucaro-1,5-lactone. [C@@H]1([C@@H]([C@H](OC(=O)[C@@H]1O)C(=O)[O-])O)O